ClC1=C(OC=2C=C(C(NN2)=O)C)C(=CC(=C1)[N+](=O)[O-])Cl 6-(2,6-dichloro-4-nitrophenoxy)-4-methylpyridazin-3(2H)-one